3-bromo-5-chloro-1-((2-(trimethylsilyl)ethoxy)methyl)-1H-pyrazolo[3,4-b]pyridine BrC1=NN(C2=NC=C(C=C21)Cl)COCC[Si](C)(C)C